FC(C(=O)O)(F)F.C1C(CC12CCNCC2)N2CCC(CC2)N2N=C(C=1C2=NC=NC1N)C1=CC=C(C=C1)OC1=CC=CC=C1 1-(1-(7-azaspiro[3.5]non-2-yl)piperidin-4-yl)-3-(4-phenoxyphenyl)-1H-pyrazolo[3,4-d]pyrimidin-4-amine trifluoroacetate